5-(2,4-Bis-benzyloxy-5-tert-butyl-phenyl)-isoxazole-3-carboxylic Acid Ethylamide C(C)NC(=O)C1=NOC(=C1)C1=C(C=C(C(=C1)C(C)(C)C)OCC1=CC=CC=C1)OCC1=CC=CC=C1